C(C)(C)(C)OC(=O)N1[C@@H](CN(CC1)C1=NC=C(C(=N1)OCC)C(NC=1C=C(C=2N(C1)C=C(N2)C)F)=O)CC(F)F |o1:8| rel-(2R)-2-(2,2-difluoroethyl)-4-[4-ethoxy-5-({8-fluoro-2-methylimidazo[1,2-a]pyridin-6-yl}carbamoyl)pyrimidin-2-yl]piperazine-1-carboxylic acid tert-butyl ester